(E)-6-((4-Amino-8-(4-(2-cyanovinyl)-2,6-dimethylphenyl)quinazolin-2-yl)amino)pyridazine-3-carbonitrile NC1=NC(=NC2=C(C=CC=C12)C1=C(C=C(C=C1C)\C=C\C#N)C)NC1=CC=C(N=N1)C#N